C(CC)N1CCC[C@@H]2CC=3C(C[C@@H]12)=CC=C(C3O)O[Si](C(C)C)(C(C)C)C(C)C (4aR,10aR)-1-propyl-7-((triisopropylsilyl)oxy)-1,2,3,4,4a,5,10,10a-octahydrobenzo[g]quinolin-6-ol